N-[[5-(3-CHLOROPHENYL)-3-HYDROXY-2-PYRIDINYL]CARBONYL]-GLYCIN ClC=1C=C(C=CC1)C=1C=C(C(=NC1)C(=O)NCC(=O)O)O